BrC1=C(C=C(C=C1)Cl)C1=NN=CN1C 3-(2-Bromo-5-chlorophenyl)-4-methyl-1,2,4-triazole